dipentaerythritol hexa(3-mercaptobutanoate) SC(CC(=O)OCC(COC(CC(C)S)=O)(COCC(COC(CC(C)S)=O)(COC(CC(C)S)=O)COC(CC(C)S)=O)COC(CC(C)S)=O)C